Methyl 5-bromo-1-(4-fluoro-3-((tetrahydro-2H-pyran-2-yl)oxy)phenyl)-1H-indole-2-carboxylate BrC=1C=C2C=C(N(C2=CC1)C1=CC(=C(C=C1)F)OC1OCCCC1)C(=O)OC